C(CCCCCCCCCCC)(=O)NCC(=O)O N-lauroyl-glycine